N-(2,3-difluorophenyl)-1-methyl-2-oxo-4-[4-(trifluoromethyl)phenyl]-3-pyrrolidinecarboxamide FC1=C(C=CC=C1F)NC(=O)C1C(N(CC1C1=CC=C(C=C1)C(F)(F)F)C)=O